ClC1=CC=C(CN2C3(CN(C3)C=3OC(=NN3)C)C(N(CC2=O)C(C)C)=O)C=C1 5-(4-chlorobenzyl)-8-isopropyl-2-(5-methyl-1,3,4-oxadiazol-2-yl)-2,5,8-triazaspiro[3.5]nonane-6,9-dione